4-oxo-2-(2-oxo-2-(p-tolyl)ethyl)-4-phenylbutanoic acid butyl ester C(CCC)OC(C(CC(C1=CC=CC=C1)=O)CC(C1=CC=C(C=C1)C)=O)=O